trans-2-(4-(4-(4-chlorophenyl)-5-(methoxymethyl)-4H-1,2,4-triazol-3-yl)cyclohexyloxy)pyridine ClC1=CC=C(C=C1)N1C(=NN=C1COC)[C@@H]1CC[C@H](CC1)OC1=NC=CC=C1